CNC1=CC(=C2CNC(C2=C1)=O)C=1C=C2C(=NNC2=CC1)C 6-(methylamino)-4-(3-methyl-1H-indazol-5-yl)-1-oxo-isoindolin